F[C@@H]1[C@@]2(C[C@H]([C@H](C[C@H]1N(C1=CC=C(N=N1)C1=C(C=C(C=C1)N1C=NC=C1)O)C)N2C)OC)C 2-(6-(((1S,2S,3R,5S,6R)-2-fluoro-6-methoxy-1,8-dimethyl-8-azabicyclo[3.2.1]octan-3-yl)(methyl)amino)pyridazin-3-yl)-5-(1H-imidazol-1-yl)phenol